N1-((1r,4r)-4-((5-(3,5-Dimethylisoxazol-4-yl)-2-oxopyridin-1(2H)-yl)methyl)cyclohexyl)-N5-(4-(((2S,4R)-2-methyl-1-propionyl-1,2,3,4-tetrahydroquinolin-4-yl)amino)phenyl)glutaramide CC1=NOC(=C1C=1C=CC(N(C1)CC1CCC(CC1)NC(CCCC(=O)NC1=CC=C(C=C1)N[C@@H]1C[C@@H](N(C2=CC=CC=C12)C(CC)=O)C)=O)=O)C